ClC1=NC=C(C(=N1)C1=CN=C2N1C=C(C=C2)NCC2=CC=C(C=C2)F)Cl 3-(2,5-dichloropyrimidin-4-yl)-N-(4-fluorobenzyl)imidazo[1,2-a]Pyridin-6-amine